OC1=C(C(=CC(=C1S(=O)(=O)N1CCN(CC1)C(=O)OC(C)(C)C)CCCCC)O)C1CCCC(=C1)C tert-butyl 4-((2,6-dihydroxy-5'-methyl-4-pentyl-1',2',3',4'-tetrahydro-[1,1'-biphenyl]-3-yl)sulfonyl)piperazine-1-carboxylate